(Z)-1-(3-(2-isopropyl-5-methylphenyl)-4-oxothiazolidin-2-ylidene)-3-(2-methyl-4-(1-(4-(trifluoromethyl)phenyl)-1H-1,2,4-triazol-3-yl)phenyl)urea C(C)(C)C1=C(C=C(C=C1)C)N1/C(/SCC1=O)=N/C(=O)NC1=C(C=C(C=C1)C1=NN(C=N1)C1=CC=C(C=C1)C(F)(F)F)C